O=C1CCC2=CC=CC=C12 3-Oxo-2,3-dihydro-1H-inden